(3R,6S)-1-(2-(furan-2-yl)acetyl)-6-methylpiperidine-3-carboxylic acid O1C(=CC=C1)CC(=O)N1C[C@@H](CC[C@@H]1C)C(=O)O